2-[5-(Methoxymethyl)-1,3,4-thiadiazol-2-yl]-5-[4-(trifluoromethoxy)benzene-1-sulfonyl]pyridin-3-amine COCC1=NN=C(S1)C1=NC=C(C=C1N)S(=O)(=O)C1=CC=C(C=C1)OC(F)(F)F